CN(C1(CCC2(CN(C(N2)=O)C2=C(C=CC=C2)F)CC1)C1=CC=CC=C1)C cis-8-dimethylamino-3-(2-fluorophenyl)-8-phenyl-1,3-diazaspiro[4.5]decan-2-one